(2R)-3-{[5-bromo-1-(4-chlorophenyl)-2-[(5-chloropyridin-2-yl)methyl]-7-fluoro-3-oxo-2,3-dihydro-1H-isoindol-1-yl]Oxy}-2-methylpropanamide BrC=1C=C2C(N(C(C2=C(C1)F)(C1=CC=C(C=C1)Cl)OC[C@H](C(=O)N)C)CC1=NC=C(C=C1)Cl)=O